CN1CC(C1)[C@H](O)C1=CC=2C(=NC(=CC2)C2=CC=3C(N=C2)=NN(C3)C)S1 (S)-(1-methyl-3-azetidinyl)(6-(2-methyl-2H-pyrazolo[3,4-b]pyridin-5-yl)thieno[2,3-b]pyridin-2-yl)methanol